O=C1NC(CCC1N1C(C2=CC=C(C=C2C1=O)OCCCCCN(C(CC=1C=C(CNC(C2=NC=C(C(=C2)C=CC2CCC(CC2)C(F)(F)F)OC)=O)C=CC1)=O)C)=O)=O N-(3-(2-((5-((2-(2,6-Dioxopiperidin-3-yl)-1,3-dioxoisoindolin-5-yl)oxy)pentyl)(methyl)amino)-2-oxoethyl)benzyl)-5-methoxy-4-(2-(4-(trifluoromethyl)cyclohexyl)vinyl)picolinamide